COC(=O)C=1C=C(C2=C(N(C(=N2)CCl)C[C@H]2OCC2)C1)OC (S)-2-(chloromethyl)-4-methoxy-1-((oxetan-2-yl)methyl)-1H-benzo[d]imidazole-6-carboxylic acid methyl ester